N-(5-cyano-2-fluoro-4-methylphenyl)-3-(trifluoromethyl)benzamide C(#N)C=1C(=CC(=C(C1)NC(C1=CC(=CC=C1)C(F)(F)F)=O)F)C